2-fluoro-4-((9-(3-hydroxy-3-methylcyclobutyl)-7-methyl-8-oxo-8,9-dihydro-7H-purin-2-yl)amino)-5-methylbenzamide FC1=C(C(=O)N)C=C(C(=C1)NC1=NC=C2N(C(N(C2=N1)C1CC(C1)(C)O)=O)C)C